C(\C=C(/C)\CCC=C(C)C)CC(C)=O (E)-geranylacetone